tert-butyl N-[[2-methyl-4-[6-[rac-(2S)-2-fluoro-3-hydroxy-propoxy]pyrrolo[2,1-f][1,2,4]triazin-4-yl]phenyl]methyl]carbamate CC1=C(C=CC(=C1)C1=NC=NN2C1=CC(=C2)OC[C@H](CO)F)CNC(OC(C)(C)C)=O |r|